3-(5-Hydroxy-3-methyl-2-oxo-2,3-dihydro-1H-benzo[d]imidazol-1-yl)-1-(4-methoxybenzyl)piperidine-2,6-dione OC1=CC2=C(N(C(N2C)=O)C2C(N(C(CC2)=O)CC2=CC=C(C=C2)OC)=O)C=C1